CC=1C=C(C=CC1)NCCOCCOCCOCCOCCOCCNC(OC(C)(C)C)=O tert-butyl N-{17-[(3-methylphenyl)amino]-3,6,9,12,15-pentaoxaheptadecan-1-yl}carbamate